N-(cyclohexylmethyl)-2-hydroxy-3-{[1-(2,2,2-trifluoroethyl)piperidin-4-yl]formamido}butanamide C1(CCCCC1)CNC(C(C(C)NC(=O)C1CCN(CC1)CC(F)(F)F)O)=O